FC=1C=C(C=CC1F)N1CC2(CC1)CCN(CC2)C(=O)OC(C)(C)C tert-butyl 2-(3,4-difluorophenyl)-2,8-diazaspiro[4.5]decane-8-carboxylate